2,5-dichlorophenyldiazonium ClC1=C(C=C(C=C1)Cl)[N+]#N